5-cyano-4-[5-[(3,4-difluorophenyl)methylcarbamoyl]-2-thienyl]-2-[2-(4-fluorophenyl)ethyl]-6-isopropoxy-pyridine C(#N)C=1C(=CC(=NC1OC(C)C)CCC1=CC=C(C=C1)F)C=1SC(=CC1)C(NCC1=CC(=C(C=C1)F)F)=O